[2-(trifluoromethyl)pyridin-3-yl]methoxy[1-benzofuran-3-yl]cyclopropan-1-amine FC(C1=NC=CC=C1C1(C(C1)(N)C1=COC2=C1C=CC=C2)OC)(F)F